ClC1=CC=C(C=C1)NC(NCCC1=C(C=CC=C1)C(F)(F)F)=O 3-(4-Chlorophenyl)-1-{2-[2-(trifluoromethyl)phenyl]ethyl}urea